C(=CC1=CC=CC=C1)C=CC(=O)[O-].[Na+] sodium styrene-β-acrylate